5-(4-((4-(3-chlorophenyl)-2-oxido-1,3,2-dioxaphosphinan-2-yl)amino)-2-oxopyrimidin-1(2H)-yl)-4,4-difluoro-2-((isopropyloxycarbonyloxy)methyl)tetrahydrofuran-3-yl isopropyl carbonate C(OC1C(OC(C1(F)F)N1C(N=C(C=C1)NP1(OCCC(O1)C1=CC(=CC=C1)Cl)=O)=O)COC(=O)OC(C)C)(OC(C)C)=O